tert-butyl 4-(((2s,4s)-4-(cyclopropylmethoxy)-2-(4-(methoxycarbonyl) phenyl) piperidin-1-yl) methyl)-5-methoxy-7-methyl-1H-indole-1-carboxylate C1(CC1)CO[C@@H]1C[C@H](N(CC1)CC1=C2C=CN(C2=C(C=C1OC)C)C(=O)OC(C)(C)C)C1=CC=C(C=C1)C(=O)OC